ClC1=C(C=C(C=C1)C1(CN(C1)C=1N=C(C2=C(N1)CC[S@]2=O)NC2CCOCC2)O)OC |r| (R/S)-2-(3-(4-chloro-3-methoxyphenyl)-3-hydroxyazetidin-1-yl)-4-((tetrahydro-2H-pyran-4-yl)amino)-6,7-dihydrothieno[3,2-d]pyrimidine 5-oxide